FC(C(=O)O)(F)F.N[C@H](C(=O)NC1=NC=C(C=C1)Br)C1CCCCC1 (2S)-2-amino-N-(5-bromo-2-pyridyl)-2-cyclohexyl-acetamide 2,2,2-trifluoroacetic acid salt